(2S,3S)-3-[(ethylsulfonyl)amino]-2-[(3'-fluoro[1,1'-biphenyl]-3-yl)methyl]-N-methoxy-N-methylpyrrolidine-1-carboxamide C(C)S(=O)(=O)N[C@@H]1[C@@H](N(CC1)C(=O)N(C)OC)CC=1C=C(C=CC1)C1=CC(=CC=C1)F